N-(4-(4-amino-5-(3-fluoro-4-((4-(trifluoromethyl)pyrimidin-2-yl)oxy)phenyl)pyrazolo[5,1-f][1,2,4]triazin-6-yl)phenyl)-2-fluoroacrylamide NC1=NC=NN2C1=C(C(=N2)C2=CC=C(C=C2)NC(C(=C)F)=O)C2=CC(=C(C=C2)OC2=NC=CC(=N2)C(F)(F)F)F